CC1=NNC(=C1C1=CC(=NC=C1C(=O)NC=1SC(=NN1)OC)C)C 4-(3,5-dimethyl-1H-pyrazol-4-yl)-N-(5-methoxy-1,3,4-thiadiazol-2-yl)-6-methylnicotinamide